(S)-1-(4-fluoro-3-methylphenyl)ethylamine FC1=C(C=C(C=C1)[C@H](C)N)C